(S)-2-((2-(4-chlorophenyl)propyl)amino)-1-(6-(1-methyl-1H-pyrazol-4-yl)-1H-indol-3-yl)-2-phenylethan-1-one ClC1=CC=C(C=C1)C(CN[C@H](C(=O)C1=CNC2=CC(=CC=C12)C=1C=NN(C1)C)C1=CC=CC=C1)C